N1=CC=C2OC[C@H](CN21)O (S)-6,7-dihydro-5H-pyrazolo[5,1-b][1,3]oxazin-6-ol